3-(4-(3-cyclopropylprop-1-ynyl)phenoxy)-5-methylisoxazole-4-carboxylic acid C1(CC1)CC#CC1=CC=C(OC2=NOC(=C2C(=O)O)C)C=C1